S1C=NC2=C1C=CC(=C2)CCC2=C(C(=CC=C2Cl)F)C=2C(N(N=C(C2O)C)C)=O 4-[2-[2-(1,3-Benzothiazol-5-yl)ethyl]-3-chloro-6-fluoro-phenyl]-5-hydroxy-2,6-dimethyl-pyridazin-3-one